{(1s)-2-[4'-(Azetidin-1-ylsulfonyl)biphenyl-4-yl]-1-cyanoethyl}-1,4-oxazepane-2-carboxamide N1(CCC1)S(=O)(=O)C1=CC=C(C=C1)C1=CC=C(C=C1)C[C@@H](C#N)C1(OCCCNC1)C(=O)N